C(C)(C)C1CCN(CC1)C1=NC=C(C=N1)C1(CCC(CC1)(N)C)N 1-(2-(4-isopropylpiperidin-1-yl)pyrimidin-5-yl)-4-methylcyclohexane-1,4-diamine